BrC1=C(C=CC=C1)PC1CCCCC1 2-bromophenyl-cyclohexylphosphine